C(C(C)C)OC(C)(OC=1C=C(C=C)C=CC1)C m-(1-isobutoxy-1-methylethoxy)-styrene